5-(Methylamino)-3-[4-[(1R,4R)-5-methyl-2,5-diazabicyclo[2.2.1]heptan-2-yl]anilino]-6-(3-methylimidazo[4,5-c]pyridin-7-yl)pyrazin CNC=1N=C(C=NC1C=1C2=C(C=NC1)N(C=N2)C)NC2=CC=C(C=C2)N2[C@H]1CN([C@@H](C2)C1)C